(2S,3R,4R,5S,6R)-2-[4-Chloro-3-(2,2-dimethyl-3,4-dihydro-2H-benzo[1,4]oxazin-6-ylmethyl)-phenyl]-6-hydroxymethyl-tetrahydro-pyran-3,4,5-triol ClC1=C(C=C(C=C1)[C@@H]1O[C@@H]([C@H]([C@@H]([C@H]1O)O)O)CO)CC=1C=CC2=C(NCC(O2)(C)C)C1